FCCNC1=CC(N(C2=CC=C(C=C12)[N+](=O)[O-])C)=O 4-((2-fluoroethyl)amino)-1-methyl-6-nitroquinolin-2(1H)-one